C(=O)(O)[C@@H](COC)N1CCN(CC1)C 1-[(1R)-1-carboxy-2-methoxyethyl]-4-methylpiperazine